BrC1=C(C=CC=C1)C=1C=CC=2C(C3=CC=CC=C3C2C1)(C)C 3-(2-bromophenyl)-9,9-dimethylfluorene